N-(4-(2-aminopyrimidin-4-yl)phenyl)-3-fluoro-benzamide NC1=NC=CC(=N1)C1=CC=C(C=C1)NC(C1=CC(=CC=C1)F)=O